C(C)(C)(C)C1OC2(CN(C1)CC#CC1=CC=CC=3N(C(N(C31)C)=O)C3C(NC(CC3)=O)=O)CCNCC2 tert-butyl-4-[3-[1-(2,6-dioxo-3-piperidyl)-3-methyl-2-oxobenzimidazol-4-yl]prop-2-ynyl]-1-oxa-4,9-diazaspiro[5.5]undecane